(prop-2-yn-1-yl)imidazolidin-2-one C(C#C)N1C(NCC1)=O